OC=1C=C(C=CC1O)C[C@H](N)C(=O)O 3-(3',4'-dihydroxyphenyl)alanine